FC1=CC=C(C=C1)C=1N(C(C2=CC(=CC(=C2C1)[C@H](C)NC1=C(C(=O)O)C=CC=C1)C)=O)C (S)-2-((1-(3-(4-fluorophenyl)-2,7-dimethyl-1-oxo-1,2-dihydroisoquinolin-5-yl)ethyl)amino)benzoic acid